mesyl-oxysulfonamide S(=O)(=O)(C)OS(=O)(=O)N